4,6-bis-trichloromethyl-[1,3,5]Triazine ClC(C1=NC=NC(=N1)C(Cl)(Cl)Cl)(Cl)Cl